ClC1=CC=C(C=C1)C=1N=C2N(C=CC=C2)C1CN1C2CN(C(C1)CC2)C(=O)C2=CC(=CC=C2)C (5-{[2-(4-Chlorophenyl)imidazo[1,2-a]pyridin-3-yl]methyl}-2,5-diazabicyclo[2.2.2]oct-2-yl)-(3-methylphenyl)methanon